tetrazineamine N1=NN=NC(=C1)N